3-chloro-5-(3,3-dicyanopropylsulfanyl)pyridine-2-carboxylic acid ethyl ester C(C)OC(=O)C1=NC=C(C=C1Cl)SCCC(C#N)C#N